C(=O)C(C#N)CC=O 2-formyl-4-oxo-butyronitrile